N-(((3S,5S)-4,4-Difluoro-5-methyl-1-(2-(6-(trifluoromethyl)imidazo[1,2-a]pyrazin-3-yl)pyrimidin-4-yl)piperidin-3-yl)methyl)methanesulfonamide FC1([C@@H](CN(C[C@@H]1C)C1=NC(=NC=C1)C1=CN=C2N1C=C(N=C2)C(F)(F)F)CNS(=O)(=O)C)F